C(CC1=C(C(=CC2=CC=CC=C12)C(=O)[O-])O)C1=C(C(=CC2=CC=CC=C12)C(=O)[O-])O 1,1'-ethylene-bis-(2-hydroxy-3-naphthoate)